5-(8-(1,3-dimethyl-2-oxo-2,3-dihydro-1H-imidazo[4,5-c]pyridin-6-yl)isoquinolin-3-yl)-N-(3-(4-(2,6-dioxopiperidin-3-yl)benzofuran-2-yl)prop-2-yn-1-yl)picolinamide CN1C(N(C=2C=NC(=CC21)C=2C=CC=C1C=C(N=CC21)C=2C=CC(=NC2)C(=O)NCC#CC=2OC1=C(C2)C(=CC=C1)C1C(NC(CC1)=O)=O)C)=O